N1(CCC1)C(CN1CCN(CC1)C=1C=CC=2N(C1)C(=C(N2)CC)N(C=2SC=C(N2)C2=C(C#N)C=C(C=C2)F)C)=O 2-(2-((6-(4-(2-(azetidin-1-yl)-2-oxoethyl)piperazin-1-yl)-2-ethylimidazo[1,2-a]pyridin-3-yl)(methyl)amino)thiazol-4-yl)-5-fluorobenzonitrile